[Ge].[Si].[Al].[C] carbon aluminum silicon germanium